C1(=CC=C(C=C1)C=1C(=C(SC1)C=1SC=CC1)C1=CC=C(C=C1)C1=CC=CC=C1)C1=CC=CC=C1 bis(4-biphenylyl)-2,2'-bithiophene